1-cyclopropyl-1H-imidazole-4-carboxamide C1(CC1)N1C=NC(=C1)C(=O)N